BrC1=CC=C(C=C1)[C@@H]1N(C(CC1)=O)C(=O)OC(C)(C)C (R)-tert-butyl 2-(4-bromophenyl)-5-oxopyrrolidine-1-carboxylate